NC=1N=NC(=CC1C1=CC=C(C=C1)N1CCN(CC1)CCC(=O)O)C1=C(C=CC=C1)O 3-(4-(4-(3-amino-6-(2-hydroxyphenyl)pyridazin-4-yl)phenyl)piperazin-1-yl)propionic acid